4-(2,6-Dimethyl-4-((6-((7-(trifluoromethyl)quinolin-4-yl)thio)hexyl)amino)phenyl)piperazine-1-carboxylic acid tert-butyl ester C(C)(C)(C)OC(=O)N1CCN(CC1)C1=C(C=C(C=C1C)NCCCCCCSC1=CC=NC2=CC(=CC=C12)C(F)(F)F)C